C(C)(C)(C)OC(=O)N1CC(C1)[C@@H]1CN(CCC1)CC(=O)OCC (R)-3-(1-(2-ethoxy-2-oxoethyl)piperidin-3-yl)azetidine-1-carboxylic acid tert-butyl ester